3-chloro-5-(2-fluoro-6-methylphenyl)-1-((2-(trimethylsilyl)ethoxy)methyl)-1H-pyrazolo[4,3-c]pyridazin-6(5H)-one ClC1=NN(C=2C1=NN(C(C2)=O)C2=C(C=CC=C2C)F)COCC[Si](C)(C)C